ClC1=C(C=CC=C1)[C@H](C)NC1=NC(=C(C(=O)OC)C=C1F)F (S)-methyl 6-((1-(2-chlorophenyl)ethyl)amino)-2,5-difluoronicotinate